(5'S,7a'R)-5'-(3,5-difluoro-phenyl)-1-(1,2,3-thiadi-azole-4-carbonyl)tetra-hydro-3'H-spiro[piperidine-4,2'-pyrrolo[2,1-b]oxazol]-3'-one FC=1C=C(C=C(C1)F)[C@@H]1CC[C@H]2OC3(C(N21)=O)CCN(CC3)C(=O)C=3N=NSC3